C(C)(C)C1=C(NC2=CC=C(C=C12)OC1CCNCC1)C=1C=C(C=2N(C1)N=CN2)C 6-(3-isopropyl-5-(piperidin-4-yloxy)-1H-indol-2-yl)-8-methyl-[1,2,4]triazolo[1,5-a]pyridine